COC(=O)C=1C=NN(C1C1(CC1)C)C 1-methyl-5-(1-methylcyclopropyl)-1H-pyrazole-4-carboxylic acid methyl ester